(E)-1-(4-((4-(4-(6-amino-4-(trifluoromethyl)pyridin-3-yl)-6-morpholino-1,3,5-triazin-2-yl)piperazin-1-yl)methyl)piperidin-1-yl)hept-5-ene-1,4-dione NC1=CC(=C(C=N1)C1=NC(=NC(=N1)N1CCOCC1)N1CCN(CC1)CC1CCN(CC1)C(CCC(\C=C\C)=O)=O)C(F)(F)F